C1(CCCCC1)CC1CCCCC1 di-cyclohexylmethaan